(2-vinyl-benzyl)trimethylammonium C(=C)C1=C(C[N+](C)(C)C)C=CC=C1